2-(4-(N-(piperidin-4-ylmethyl)sulfamoyl)phenyl)cyclopropane-1-carboxamide dihydrochloride Cl.Cl.N1CCC(CC1)CNS(=O)(=O)C1=CC=C(C=C1)C1C(C1)C(=O)N